Dihydrogen Phosphate Monohydrate O.P(=O)(O)(O)O